C1(CCCCC1)C[C@H](C(=O)N[C@@H](C[C@@H]1C(NCC1)=O)C(C(=O)NC)=O)NC(=O)C1(C2=CC=CC=C2C=2C=CC=CC12)O N-((R)-3-cyclohexyl-1-(((S)-4-(methylamino)-3,4-dioxo-1-((R)-2-oxopyrrolidin-3-yl)butan-2-yl)amino)-1-oxopropan-2-yl)-9-hydroxy-9H-fluorene-9-carboxamide